C(N)(=O)C1=CC2=C(N(C(=N2)NC(=O)C2=CC(=NN2CC)C)C/C=C/CNC(OC(C)(C)C)=O)C(=C1)OCC1=CC=C(C=C1)OC Tert-butyl (E)-(4-(5-carbamoyl-2-(1-ethyl-3-methyl-1H-pyrazole-5-carboxamido)-7-((4-methoxybenzyl)oxy)-1H-benzo[d]imidazol-1-yl)but-2-en-1-yl)carbamate